(3-((benzyloxy)methyl)-4-ethyl-5-oxo-4,5-dihydro-1H-1,2,4-triazol-1-yl)-2-(2-ethoxyvinyl)-5-fluoro-N-(2-fluoro-5-tolyl)nicotinamide C(C1=CC=CC=C1)OCC1=NN(C(N1CC)=O)C1=NC(=C(C(=O)NC=2C=CC(=C(C2)C)F)C=C1F)C=COCC